COC(C(C1=NC=C(C=C1)C(F)(F)F)N1C[C@@H](N(C[C@H]1C)C(=O)OC(C)(C)C)C)=O tert-butyl (2S,5R)-4-(2-methoxy-2-oxo-1-(5-(trifluoromethyl)pyridin-2-yl)ethyl)-2,5-dimethylpiperazine-1-carboxylate